COC=1C(=CC2=C(N=C(S2)NC(C(N2CCOCC2)C2=CC=C(C=C2)S(=O)(=O)CC)=O)C1)OC N-(5,6-dimethoxybenzothiazol-2-yl)-2-[4-(ethylsulfonyl)phenyl]-2-morpholin-4-ylacetamide